C(C)(C)N1C(=NC2=NC=C(C=C21)C2=CNC=1N=C(N=CC12)NCC=1C=NC(=CC1)N1CCN(CC1)C)C 5-(1-isopropyl-2-methyl-1H-imidazo[4,5-b]pyridin-6-yl)-N-((6-(4-methylpiperazin-1-yl)pyridin-3-yl)methyl)-7H-pyrrolo[2,3-d]pyrimidin-2-amine